N1=C(C=CC=C1)C=1NC(=NN1)C1N(CCC1)C#N (5-(Pyridin-2-yl)-4H-1,2,4-triazol-3-yl)pyrrolidine-1-carbonitrile